(6,7-dimethoxyquinolin-3-yl)-(2-hydroxyphenyl)methanone COC=1C=C2C=C(C=NC2=CC1OC)C(=O)C1=C(C=CC=C1)O